BrC1=CC2=CN(N=C2C=C1OC1CCC1)C12COC(CC1)(CC2)C 5-bromo-6-cyclobutoxy-2-(1-methyl-2-oxabicyclo[2.2.2]oct-4-yl)-2H-indazole